C(C)(C)N1N(C2=NC(=NC=C2C1=O)SC)C1=NN(C=C1)C 2-isopropyl-1-(1-methyl-1H-pyrazol-3-yl)-6-(methylthio)-1,2-dihydro-3H-pyrazolo[3,4-d]pyrimidin-3-one